1-(4-(2-(6-((3R,5R)-3-Amino-5-fluoropiperidine-1-carbonyl)-4-methoxy-3-methylpyrazolo[1,5-a]pyridin-2-yl)-1-(cyclopropylmethyl)-5-fluoro-1H-indol-7-yl)piperidin-1-yl)ethan-1-one N[C@H]1CN(C[C@@H](C1)F)C(=O)C=1C=C(C=2N(C1)N=C(C2C)C=2N(C1=C(C=C(C=C1C2)F)C2CCN(CC2)C(C)=O)CC2CC2)OC